tert-butyl N-(1H-1,3-benzodiazol-2-ylmethyl)-N-[2-(4-{[(1,5-dimethyl-1H-pyrazol-4-yl)methyl]carbamoyl}-1,3-thiazol-2-yl)ethyl]carbamate N1C(=NC2=C1C=CC=C2)CN(C(OC(C)(C)C)=O)CCC=2SC=C(N2)C(NCC=2C=NN(C2C)C)=O